ClC=1C=CC(=C(C1)O)S(=O)(=O)C1=CC=C(C)C=C1 5-chloro-2-(p-toluenesulfonyl)phenol